O=C1NC(CCC1N1C(C2=CC=C(C=C2C1=O)N1CC(C1)CN1CCC(CC1)=O)=O)=O 2-(2,6-dioxopiperidin-3-yl)-5-(3-((4-oxopiperidin-1-yl)methyl)azetidin-1-yl)isoindoline-1,3-dione